OC=1C=C(C=CC1O)CC1CCC(=O)O1 5-(3',4'-dihydroxyphenyl)-γ-valerolactone